3-nitro-N-(1-oxo-3-phenyl-1-(6-(pyridin-3-yl)-5,6-dihydropyridin-1(2H)-yl)propan-2-yl)benzamide [N+](=O)([O-])C=1C=C(C(=O)NC(C(N2CC=CCC2C=2C=NC=CC2)=O)CC2=CC=CC=C2)C=CC1